C(CCCCCC)OC1=C(C=C(C=C1)C)B(O)O [2-(HEPTYLOXY)-5-METHYLPHENYL]BORANEDIOL